BrC=1C(=NC(=NC1)NC1=C(C=C(C(=C1)C)N1CCN(CC1)C)OC)NC=1C(=C2N=CC=NC2=CC1)NS(=O)(=O)C N-[6-[[5-bromo-2-[2-methoxy-5-methyl-4-(4-methylpiperazin-1-yl)anilino]pyrimidin-4-yl]amino]quinoxalin-5-yl]methanesulfonamide